2-chloro-N-(6-chlorobenzothiazole-2-yl)acetamide ClCC(=O)NC=1SC2=C(N1)C=CC(=C2)Cl